4-[18F]fluorobenzohydrazide [18F]C1=CC=C(C(=O)NN)C=C1